6-Chloro-N-[6-(difluoromethoxy)-4-methoxypyridin-3-yl]-1H-indol-3-sulfonamid ClC1=CC=C2C(=CNC2=C1)S(=O)(=O)NC=1C=NC(=CC1OC)OC(F)F